Cl.CN(CCCN=C=NCC)C (3-dimethylaminopropyl)-1-ethyl-carbodiimide hydrochloride